4-chloro-5-iodo-7-pentyl-7H-pyrrolo[2,3-d]pyrimidine ClC=1C2=C(N=CN1)N(C=C2I)CCCCC